2,2,7-trifluoro-4-(prop-2-yn-1-yl)-6-(2,3,5,6-tetrafluoro-4-(methylamino)phenyl)-2H-benzo[b][1,4]oxazin-3(4H)-one FC1(C(N(C2=C(O1)C=C(C(=C2)C2=C(C(=C(C(=C2F)F)NC)F)F)F)CC#C)=O)F